(difluoromethyl)-3-((1-((4,6-dimethyl-2-oxo-1,2-dihydropyridin-3-yl)methyl)-6-oxo-4-(trifluoromethyl)-1,6-dihydropyrimidin-5-yl)oxy)-2-methylbenzonitrile FC(F)C1=C(C(=C(C#N)C=C1)C)OC1=C(N=CN(C1=O)CC=1C(NC(=CC1C)C)=O)C(F)(F)F